C(C)(C)(C)C(=CC1=CC=CC=C1)CC(C(=O)O)=C tert-butyl-styrene-methacrylic acid